CC1=C(C=C(C=C1)C(=O)N1CCC(CC1)C1=CC=C(C=C1)OC1=NC=C(C=N1)C(F)(F)F)NS(=O)(=O)CC1=CC=CC=C1 N-(2-methyl-5-(4-(4-((5-(trifluoromethyl)pyrimidin-2-yl)oxy)phenyl)piperidine-1-carbonyl)-phenyl)-1-phenylmethanesulfonamide